C1=CC=CC=2C=CC=3N(C=4C=CC=CC4C3C21)C2=C(C#N)C(=C(C(=C2N2C=1C=CC=CC1C=1C3=C(C=CC21)C=CC=C3)N3C=2C=CC=CC2C=2C1=C(C=CC32)C=CC=C1)C=1C=NC=CC1)N1C=3C=CC=CC3C=3C2=C(C=CC13)C=CC=C2 2,3,4,6-tetrakis(7H-benzo[c]carbazol-7-yl)-5-(pyridin-3-yl)benzonitrile